myristoleyl palmitoleate C(CCCCCCC\C=C/CCCCCC)(=O)OCCCCCCCC\C=C/CCCC